ornithine-tert-butyl ester C(C)(C)(C)OC([C@@H](N)CCCN)=O